4-((3-fluoro-1H-indol-6-yl)amino)-6-(4-(trifluoromethyl)phenethoxy)picolinonitrile FC1=CNC2=CC(=CC=C12)NC1=CC(=NC(=C1)OCCC1=CC=C(C=C1)C(F)(F)F)C#N